FC1(CC(C1)CN1N=CC(=C1)C=1C=NC2=CC=C(C=C2N1)O)F 3-[1-[(3,3-difluorocyclobutyl)methyl]pyrazol-4-yl]quinoxalin-6-ol